C1(=CC=CC=C1)C1NCC2=CC=CC=C2C1 3-phenyl-1,2,3,4-tetrahydroisoquinoline